C1(=CC=CC=C1)N(C1=CC=C(C=C1)C=1OC2=C(N1)C=CC=C2)C2=CC=C(C=C2)C2=CC=C(C=C2)Br phenyl-(4'-bromobiphenyl-4-yl)-4-(2-benzoxazolyl)phenylamine